2-Methyl-N-(1-(7-(1-methyl-1H-pyrazol-4-yl)quinolin-5-yl)cyclopropyl)-5-(4-methylpiperazin-1-yl)benzamide CC1=C(C(=O)NC2(CC2)C2=C3C=CC=NC3=CC(=C2)C=2C=NN(C2)C)C=C(C=C1)N1CCN(CC1)C